C(N)(=O)C=1C=C(C=CC1F)C1=NC(=CC=C1)Cl 2-(3-carbamoyl-4-fluorophenyl)-6-chloropyridin